C(C)(C)(C)OC(=O)N(C1=CC=C(C=C1)B(O)O)C [4-[tert-butoxycarbonyl(methyl)amino]phenyl]boronic acid